(Acetylamino)-N-(2-aminophenyl)benzamide C(C)(=O)NC1=C(C(=O)NC2=C(C=CC=C2)N)C=CC=C1